F[P-](F)(F)(F)(F)F.C(C)C1=C2SC=3C=CC(=CC3C(C2=CC(=C1)CC)=O)[S+]1C=2C(=CC(=CC2C(C2=CC=CC=C12)=O)CC)CC 10-(5,7-diethyl-9-oxo-9H-thioxanthen-2-yl)-2,4-diethyl-9-oxo-9H-thioxanthen-10-ium hexafluorophosphate